Cl.BrC1=NN(C(=C1C(=O)N)NCCOC)[C@@H]1CN[C@H](C1)COC 3-Bromo-5-[(2-methoxyethyl)amino]-1-[(3S,5R)-5-(methoxymethyl)pyrrolidin-3-yl]pyrazole-4-carboxamide hydrochloride